CC1=C(C(=O)C2=C(C=CC=C2)P(O)(O)=O)C(=CC(=C1)C)C 2,4,6-trimethylbenzoyl-phenyl-phosphonic acid